C1=C(C=CC2=CC=C(C=C12)O)O 2,7-NAPHTHALINDIOL